1-fluoromethylphenyl-sulfoximine FCC1(CC=CC=C1)S(=O)=N